FC1=C(C(=CC2=C1C[C@@H](O2)CNCCC2COCC2)O)N2CC(N[SH2]2=O)=O 5-[(2R)-4-fluoro-6-hydroxy-2-({[2-(oxolan-3-yl)ethyl]amino}methyl)-2,3-dihydro-1-benzofuran-5-yl]-1λ6,2,5-thiadiazolidine-1,3-dione